C(N)(=O)C1=NN(C=C1NC(=O)C=1N=C(OC1)C1=CC(=NC=C1)N(C(OC(C)(C)C)=O)CC1CC1)C1=CC=C(C=C1)C=O 2-Tert-butyl N-[4-[4-[[3-carbamoyl-1-(4-formylphenyl)pyrazol-4-yl]carbamoyl]oxazol-2-yl]-2-pyridyl]-N-(cyclopropylmethyl)carbamate